C(C1=CC=CC=C1)OC(=O)N1CCNC(C(C1)N)=O 6-amino-5-oxo-1,4-diazepan-1-carboxylic acid benzyl ester